2-(3-{2-[(1S,3R,5S)-2-azabicyclo[3.1.0]hexan-3-yl]ethynyl}pyridin-4-yl)-3-[(3-chloro-2-methoxyphenyl)amino]-1H,5H,6H,7H-pyrrolo[3,2-c]pyridin-4-one [C@H]12N[C@H](C[C@@H]2C1)C#CC=1C=NC=CC1C1=C(C=2C(NCCC2N1)=O)NC1=C(C(=CC=C1)Cl)OC